CC1(OC2=CC=CC=C2[C@H](C1)NC(=O)C=1C=C(C=CC1)C(CC[NH+]1CCOCC1)N1C(NC(CC1=O)(CC)CC)=[NH2+])C [1-[1-[3-[[(4S)-2,2-dimethylchroman-4-yl]carbamoyl]phenyl]-3-morpholin-4-ium-4-yl-propyl]-4,4-diethyl-6-oxo-hexahydropyrimidin-2-ylidene]ammonium